FC1(CC1)C(N1N=CC(=C1)C1=CN=CC(=N1)C1=CC=2N(C=C1)N=C(N2)N)C2=CC=C(C=C2)F 7-(6-(1-((1-fluorocyclopropyl)(4-fluorophenyl)methyl)-1H-pyrazol-4-yl)-pyrazin-2-yl)-[1,2,4]triazolo[1,5-a]pyridin-2-amine